ClC1=C(OCC=2C=C(C=CC2)C2=NN=NN2)C=CC(=C1)C(F)(F)F 5-(3-((2-chloro-4-(trifluoromethyl)-phenoxy)methyl)phenyl)-1H-1,2,3,4-tetrazole